C(C)C1=C(C=CC(=C1)OC=1C2=C(N=CN1)NC=C2)N2C(N(CC2=O)C2=CC(=CC=C2)C(F)(F)F)=O 3-[2-ethyl-4-(7H-pyrrolo[2,3-d]pyrimidin-4-yloxy)phenyl]-1-[3-(trifluoromethyl)phenyl]-2,4-imidazolidinedione